BrC=1C=C(C=CC1F)NC1=C(C=CC=C1C)C(C)C N-(3-bromo-4-fluorophenyl)-2-isopropyl-6-methyl-Aniline